N-(5-Bromo-2-(3,3-difluoro-[1,4'-bipiperidin]-1'-yl)pyridin-3-yl)methanesulfonamide BrC=1C=C(C(=NC1)N1CCC(CC1)N1CC(CCC1)(F)F)NS(=O)(=O)C